ClC=1C=NN2C1C(=CC(=C2)C=2C=NN(C2C)C2CCNCC2)OC 4-(4-(3-chloro-4-methoxypyrazolo[1,5-a]pyridin-6-yl)-5-methyl-1H-pyrazol-1-yl)piperidin